C(C)(C)(C)OC(=O)N1CCC2(CN(C2)C2=NC=NC=C2OC2=C(C(=O)[O-])C=C(C=C2)F)CC1.[Li+].NC1=CC=C(C=C1)C(C)(C)C1=CC(=CC=C1)C(C)(C1=CC=C(C=C1)N)C 1,3-bis[1-(4-aminophenyl)-1-methylethyl]benzene lithium 2-((4-(7-(tert-butoxycarbonyl)-2,7-diazaspiro[3.5]non-2-yl)pyrimidin-5-yl)oxy)-5-fluorobenzoate